FC1=CC2=C(N(C(C(N2C2C[C@@H](N(CC2)C(=O)OC(C)(C)C)C)=O)=O)C=2C(=NC=CC2C)C(C)C)N=C1C1=C(C=CC=C1OC)F tert-butyl (2S)-4-(7-fluoro-6-(2-fluoro-6-methoxyphenyl)-4-(2-isopropyl-4-methylpyridin-3-yl)-2,3-dioxo-3,4-dihydropyrido[2,3-b]pyrazin-1(2H)-yl)-2-methylpiperidine-1-carboxylate